5-(1-methylcyclopropoxy)-3-[6-(4-piperidinyl)pyrimidin-4-yl]-1H-indazole CC1(CC1)OC=1C=C2C(=NNC2=CC1)C1=NC=NC(=C1)C1CCNCC1